5-fluoro-4-(7-fluoro-3-isopropyl-2-methyl-2H-indazol-5-yl)-N-(5-((4-isopropylpiperazin-1-yl)methyl)pyridin-2-yl)pyrimidin-2-amine FC=1C(=NC(=NC1)NC1=NC=C(C=C1)CN1CCN(CC1)C(C)C)C1=CC2=C(N(N=C2C(=C1)F)C)C(C)C